CC1(NN(C(=C1)C(=O)N)[C@@H](C)C1=CC=CC=C1)C(=O)N 3-methyl-1-((S)-1-phenylethyl)-1H-pyrazole-3,5-dicarboxamide